C(C)(CC)C1NC(C2N(C1=O)CCC2)=O 3-Sec-butylhexahydropyrrolo[1,2-a]pyrazine-1,4-dione